3-(5-((3-(bis(2-fluorophenyl)methyl)-2-oxoimidazolidin-1-yl)methyl)-6-fluoro-1-oxoisoindolin-2-yl)piperidine-2,6-dione FC1=C(C=CC=C1)C(N1C(N(CC1)CC=1C=C2CN(C(C2=CC1F)=O)C1C(NC(CC1)=O)=O)=O)C1=C(C=CC=C1)F